7-chloro-32-methyl-17-oxa-3,8,10,14,24,28,35-heptaazaheptacyclo[21.6.2.210,14.12,5.118,22.04,9.027,31]pentatriaconta-1(30),2,4,6,8,18(32),19,21,23(31),24,26-undecaene-15,29-dione ClC1=CC2=C3N=C(C=4C(NC5=CC=NC(C6=CC=CC(OCC(N7CCCN(C3=N1)CC7)=O)=C6C)=C5C4)=O)N2